FC=1C=CC(=NC1)NC(CN1C=2N(C3=C(C1=O)C=CC=N3)N=C(C2)C)=O N-(5-Fluoropyridin-2-yl)-2-(2-methyl-5-oxopyrazolo[1,5-a]pyrido[3,2-e]pyrimidin-4(5H)-yl)acetamide